FC(C(C(F)(F)F)OC=1C(=NC2=CC=CC=C2N1)S(=O)(=O)C1=CC=C(C)C=C1)(F)F 3-(hexafluoroisopropoxy)-2-p-toluenesulfonyl-quinoxaline